COC(=O)C\C=C\CN(C(=O)C=1C(=NC(=NC1)N1CCN(CC1)C)NC1=CC=CC=C1)CC1=CC=CC=C1 (E)-4-(N-benzyl-2-(4-methyl-1-piperazinyl)-4-anilinopyrimidine-5-carboxamido)-2-butenecarboxylic acid methyl ester